1-methyl-N-[[3-[4-nitro-1-(2,2,2-trifluoroethyl)indol-2-yl]-1,2,4-oxadiazol-5-yl]methyl]pyrrole-3-carboxamide CN1C=C(C=C1)C(=O)NCC1=NC(=NO1)C=1N(C2=CC=CC(=C2C1)[N+](=O)[O-])CC(F)(F)F